CC1CC(OCC1)C=C(C)C 4-methyl-2-(2-methylprop-1-en-1-yl)tetrahydro-2H-pyran